6-(2-{[(2R,7aS)-2-fluoro-hexahydro-1H-pyrrolizin-7a-yl]methoxy}-6-chloro-4-{3,8-diazabicyclo[3.2.1]octan-3-yl}-8-fluoroquinazolin-7-yl)-4-methyl-5-(trifluoromethyl)pyridin-2-amine F[C@@H]1C[C@@]2(CCCN2C1)COC1=NC2=C(C(=C(C=C2C(=N1)N1CC2CCC(C1)N2)Cl)C2=C(C(=CC(=N2)N)C)C(F)(F)F)F